CN1C(=[N+](C=C1)CCCCC)C 1,2-dimethyl-3-pentyl-1H-imidazol-3-ium